dilaurylamine hydrochloride Cl.C(CCCCCCCCCCC)NCCCCCCCCCCCC